O1C(=NC2=C1C=CC=C2)C(=O)O benzooxazole-2-carboxylic acid